5,7-di-tert-butyl-2-phenylbenzoxazole-13C C(C)(C)(C)C=1C=C(C2=C(N=[13C](O2)C2=CC=CC=C2)C1)C(C)(C)C